Inosinic acid sodium salt [Na+].[C@@H]1([C@H](O)[C@H](O)[C@@H](COP(=O)([O-])[O-])O1)N1C=NC=2C(O)=NC=NC12.[Na+]